C(CCCCCCCCCCCCC)N(CC(=O)N)CCCCCCCCCCCCCC dimyristyl-glycinamide